(18Z,21Z)-N,N-dimethylhexacosa-18,21-dien-10-amine CN(C(CCCCCCCCC)CCCCCCC\C=C/C\C=C/CCCC)C